C(C)(C)C=1OC(=NN1)C1=CC=CC=C1 isopropyl-5-phenyl-1,3,4-oxadiazole